((2S,4S)-1-acryloyl-4-(8-chloro-6-fluoro-7-(4-fluorophenyl)-4-(2-methyl-1H-imidazol-1-yl)-1H-imidazo[4,5-c]quinolin-1-yl)piperidin-2-yl)acetonitrile C(C=C)(=O)N1[C@@H](C[C@H](CC1)N1C=NC=2C(=NC=3C(=C(C(=CC3C21)Cl)C2=CC=C(C=C2)F)F)N2C(=NC=C2)C)CC#N